C(C)N(S(=O)(=O)NC=1C(=C(C(=O)C2=CN(C3=CC=C(C=C23)C=2C=NC(=NC2)N2CCC(CC2)N2N=C3C(CN(CC3)C3=CC=C(C=C3)[N+](=O)[O-])=C2)C(C2=CC=CC=C2)(C2=CC=CC=C2)C2=CC=CC=C2)C(=CC1)F)F)C 2-[1-[5-[3-[3-[[ethyl(methyl)sulfamoyl]amino]-2,6-difluoro-benzoyl]-1-trityl-indol-5-yl]pyrimidin-2-yl]-4-piperidyl]-5-(4-nitrophenyl)-6,7-dihydro-4H-pyrazolo[4,3-c]pyridine